C(C)(C)(C)OC(=O)N1CCC(CC1)N1N=CC(=C1)C1=NC(=NC(=C1)C(F)(F)F)N1[C@H](CC1)CO 4-[4-[2-[(2R)-2-(hydroxymethyl)azetidin-1-yl]-6-(trifluoromethyl)pyrimidin-4-yl]pyrazol-1-yl]piperidine-1-carboxylic acid tert-butyl ester